NC=1CC(=CC2=C(N1)C=C(C=C2)C=2C=NC(=NC2)CN)C(=O)N(CCC)OCC 2-Amino-8-(2-(aminomethyl)pyrimidin-5-yl)-N-ethoxy-N-propyl-3H-benzo[b]azepine-4-Carboxamide